ClC1=C(C=CC=C1Cl)NC1=NNC=2N=CC(N(C21)C)=O 3-((2,3-dichlorophenyl)amino)-4-methyl-1,4-dihydro-5H-pyrazolo[3,4-b]pyrazin-5-one